BrCCN1C(C2=CC=CC=C2C1=O)=O 2-(2-bromoethyl)-2,3-dihydro-1H-isoindole-1,3-dione